C[C@@H]1C(N(C(N1)=O)C=1C=NC(=CC1)OC1=CC(=CC=C1)OC(C)C)=O (5R)-5-methyl-3-[6-({3-[(1-methylethyl)oxy]phenyl}oxy)-3-pyridinyl]-2,4-imidazolidinedione